NCCCNC1CCC(CC1)C N-(3-aminopropyl)-4-methylcyclohexylamine